COC=1C(=C2C=CNC2=C(C1)C)CN1C(CC(CC1)OC1COC1)C1=CC=C(C(=O)O)C=C1 4-(1-((5-methoxy-7-methyl-1H-indol-4-yl)methyl)-4-(oxetan-3-yloxy)piperidin-2-yl)benzoic acid